N-(5-(3,5-difluorobenzyl)-1H-indazol-3-yl)-4-(4-((2-(2,6-dioxopiperidin-3-yl)-6-fluoro-1-oxoisoindolin-5-yl)methyl)piperazin-1-yl)-2-((tetrahydro-2H-pyran-4-yl)amino)benzamide FC=1C=C(CC=2C=C3C(=NNC3=CC2)NC(C2=C(C=C(C=C2)N2CCN(CC2)CC=2C=C3CN(C(C3=CC2F)=O)C2C(NC(CC2)=O)=O)NC2CCOCC2)=O)C=C(C1)F